tert-butyl N-[1-[3-[(2,6-dioxo-3-piperidyl)amino]phenyl]-4-piperidyl]carbamate O=C1NC(CCC1NC=1C=C(C=CC1)N1CCC(CC1)NC(OC(C)(C)C)=O)=O